6-acetamido-1-oxo-3,4-dihydronaphthalene C(C)(=O)NC=1C=C2CCCC(C2=CC1)=O